4-(4-(5-(((1R,5R,6R,7S)-6-fluoro-3-oxa-9-azabicyclo[3.3.1]nonan-7-yl)(methyl)amino)pyrazin-2-yl)-3-hydroxyphenyl)pyridin-2(1H)-one F[C@@H]1[C@H]2COC[C@@H](C[C@@H]1N(C=1N=CC(=NC1)C1=C(C=C(C=C1)C1=CC(NC=C1)=O)O)C)N2